C[Si](O[Si](O[Si](O[Si](O[SiH](C1=CC=CC=C1)C)(C1=CC=CC=C1)C)(C1=CC=CC=C1)C)(C1=CC=CC=C1)C)(C)C 1,1,1,3,5,7,9-heptamethyl-3,5,7,9-tetraphenylpentasiloxane